N-methyl-N-(2-((3-(5-(oxetan-3-yloxy)pyridin-2-yl)-1,2,4-thiadiazol-5-yl)amino)-5-(trifluoromethyl)pyridin-3-yl)acetamide CN(C(C)=O)C=1C(=NC=C(C1)C(F)(F)F)NC1=NC(=NS1)C1=NC=C(C=C1)OC1COC1